C(C)OC(=O)C=1N(C=CC1NC(=O)OC(C)(C)C)CCO[Si](C)(C)C(C)(C)C 3-((t-butoxycarbonyl)amino)-1-(2-((t-butyldimethylsilyl)oxy)ethyl)-1H-pyrrole-2-carboxylic acid ethyl ester